BrC1=C(C(=C(C(=O)O)C=C1)C)OC1CCC1 4-bromo-3-cyclobutoxy-2-methylbenzoic acid